CC1(NC=C(C2=CC(=NC=C12)N)C1=NN2C(C=CC(=C2)N2CCOCC2)=N1)N 1-methyl-4-(6-morpholinyl-[1,2,4]triazolo[1,5-a]pyridin-2-yl)-2,7-naphthyridine-1,6-diamine